C1=C(C=CC=2OC3=C(C21)C=CC=C3)[C@@H](C)NC3=CN=C(N(C3=O)CC(=O)NCC3=C(C=2C=NC=CC2N3)F)C3=C(C=CC=C3)F (R)-2-(5-((1-(dibenzo[b,d]furan-2-yl)ethyl)amino)-2-(2-fluorophenyl)-6-oxopyrimidin-1(6H)-yl)-N-((3-fluoro-1H-pyrrolo[3,2-c]pyridine-2-yl)methyl)acetamide